C(C)(C)[C@@H]1[C@H](C1)C=1C=C(N=NC1C)C=1C(NC(NC1)=O)=O 5-(5-((1S,2R)-2-isopropylcyclopropyl)-6-methylpyridazin-3-yl)pyrimidine-2,4(1H,3H)-dione